(5S,7R,8R,9S,10R)-7-(hydroxymethyl)-10-(pyridin-2-ylmethoxy)-9-(4-(3,4,5-trifluorophenyl)-1H-1,2,3-triazol-1-yl)-1,6-dioxaspiro[4.5]decan-8-ol OC[C@H]1O[C@@]2(CCCO2)[C@@H]([C@H]([C@H]1O)N1N=NC(=C1)C1=CC(=C(C(=C1)F)F)F)OCC1=NC=CC=C1